C(CCCCCCCCCCC)(=O)OC.C(CCCCCCCCCCC)(=O)OC dimethyl dilaurate